C1(=CC=CC=C1)N1C=2C=CC=CC2C2(C3=CC=CC=C3C(C=3C=CC=CC23)=O)C2=CC=CC=C12 10-phenyl-10H,10'H-spiro[acridine-9,9'-anthracene]-10'-one